1-(4-(1-tosyl-3-(4-(trifluoromethyl)phenyl)-1H-pyrrolo[2,3-b]pyridin-5-yl)benzyl)piperidin-3-ol S(=O)(=O)(C1=CC=C(C)C=C1)N1C=C(C=2C1=NC=C(C2)C2=CC=C(CN1CC(CCC1)O)C=C2)C2=CC=C(C=C2)C(F)(F)F